C(C)(C)(C)OC(=O)N1C=C(C2=C(C=CC=C12)OC)CC(N1CCCC1)=O 4-methoxy-3-(2-oxo-2-(pyrrolidin-1-yl)ethyl)-1H-indole-1-carboxylic acid tert-butyl ester